2,2-bis(isopropoxythiocarbonylsulfonamido)-1-(4-bromophenyl)ethanone C(C)(C)OC(=S)S(=O)(=O)NC(C(=O)C1=CC=C(C=C1)Br)NS(=O)(=O)C(=S)OC(C)C